NCCNCCC[Si](OC)(OC)C γ-(2-aminoethyl)aminopropyl-methyl-dimethoxysilane